(E)-N-(4-(N-acetyl-O-benzyl-D-seryl)aminophenyl)-alpha-cyano-3-(3,4-dihydroxyphenyl)acrylamide C(C)(=O)N[C@H](COCC1=CC=CC=C1)C(=O)NC1=CC=C(C=C1)NC(\C(=C\C1=CC(=C(C=C1)O)O)\C#N)=O